5-[7-[[5-(3-hydroxy-3-methyl-azetidine-1-carbonyl)-2-pyridinyl]amino]-3-methyl-imidazo[4,5-b]pyridin-5-yl]oxy-4-methyl-pyridine-2-carbonitrile OC1(CN(C1)C(=O)C=1C=CC(=NC1)NC1=C2C(=NC(=C1)OC=1C(=CC(=NC1)C#N)C)N(C=N2)C)C